N-((1S,3r)-3-(4-(2-fluorophenyl)-5-(thiazol-2-yl)-4H-1,2,4-triazol-3-yl)cyclobutyl)benzamide FC1=C(C=CC=C1)N1C(=NN=C1C=1SC=CN1)C1CC(C1)NC(C1=CC=CC=C1)=O